3-(6-(difluoromethoxy)pyridin-3-yl)-3-(2-oxo-3-(3-(5,6,7,8-tetrahydro-1,8-naphthyridin-2-yl)propyl)imidazolidin-1-yl)propanoic acid monohydrate O.FC(OC1=CC=C(C=N1)C(CC(=O)O)N1C(N(CC1)CCCC1=NC=2NCCCC2C=C1)=O)F